2-[5-(2-hydroxypropan-2-yl)pyridin-2-yl]-4-[2-(2,2,2-trifluoroethoxy)phenyl]-2,3-dihydro-1H-pyrrolo[3,4-c]pyridin-1-one OC(C)(C)C=1C=CC(=NC1)N1CC=2C(=NC=CC2C1=O)C1=C(C=CC=C1)OCC(F)(F)F